NC1=C(C=C(C=N1)NC(C(=O)N1[C@H](CC[C@@H](C1)C)C=1C=CC2=C(N=C(S2)C=2N(C=CN2)C)C1)=O)C N-(6-amino-5-methylpyridin-3-yl)-2-((2R,5S)-5-methyl-2-(2-(1-methyl-1H-imidazol-2-yl)benzo[d]thiazol-5-yl)piperidin-1-yl)-2-oxoacetamide